C(C=C)C1=C(C=CC=C1)O o-allyl-phenol